n-hectane CCCCCCCCCCCCCCCCCCCCCCCCCCCCCCCCCCCCCCCCCCCCCCCCCCCCCCCCCCCCCCCCCCCCCCCCCCCCCCCCCCCCCCCCCCCCCCCCCCCC